4-[(2,2-difluoroethyl)amino]-1H-pyrazol-1-yl-N-(2,4-dimethoxybenzyl)benzenesulfonamide nickel [Ni].FC(CNC=1C=NN(C1)C1=C(C=CC=C1)S(=O)(=O)NCC1=C(C=C(C=C1)OC)OC)F